2-[methyl(piperidin-4-yl)amino][1,3]thiazolo[5,4-d]pyrimidin CN(C=1SC=2N=CN=CC2N1)C1CCNCC1